C(C=C)(=O)OCCC(=O)O β-acryloxypropionic acid